3-(4-amino-1-oxo-2,3-dihydro-1H-isoindol-2-yl)piperidine-2,6-dione NC1=C2CN(C(C2=CC=C1)=O)C1C(NC(CC1)=O)=O